lead tin cobalt silver [Ag].[Co].[Sn].[Pb]